FCCN1C=NC(=C1C=1C=CC=2N(N1)C(=CN2)C#N)C2=CC=C(C=C2)F 6-(1-(2-fluoroethyl)-4-(4-fluorophenyl)-1H-imidazol-5-yl)imidazo[1,2-b]pyridazine-3-carbonitrile